FC(C=1C=C(C=C(C1)C(F)(F)F)NC(=O)N[C@H]1[C@@H](CN(CC1)C(=O)OC(C)(C)C)C1=CC=C(C=C1)F)(F)F tert-butyl (3R,4R)-4-({[3,5-bis(trifluoromethyl)phenyl]carbamoyl}amino)-3-(4-fluorophenyl)piperidine-1-carboxylate